tri(2,6-ditertiary butylphenyl) phosphate P(=O)(OC1=C(C=CC=C1C(C)(C)C)C(C)(C)C)(OC1=C(C=CC=C1C(C)(C)C)C(C)(C)C)OC1=C(C=CC=C1C(C)(C)C)C(C)(C)C